5-(1-cyclopropyl-5,6-difluoro-1H-benzo[d]imidazol-2-yl)-N-(2,2,2-trifluoroethyl)pyridazin-3-amine C1(CC1)N1C(=NC2=C1C=C(C(=C2)F)F)C=2C=C(N=NC2)NCC(F)(F)F